2-{4-[3-(1,3-thiazol-4-yl)pyridin-2-yl]piperazin-1-yl}-6-azaspiro[3.4]octane-6-carboxylic acid ethyl ester C(C)OC(=O)N1CC2(CC(C2)N2CCN(CC2)C2=NC=CC=C2C=2N=CSC2)CC1